6-benzyl-4-((5-(2,4-difluoro-3-hydroxy-5-(trifluoromethyl)phenyl)-1,3,4-thiadiazol-2-yl)methyl)-4,6-diazaspiro[2.4]heptane-5,7-dione C(C1=CC=CC=C1)N1C(N(C2(CC2)C1=O)CC=1SC(=NN1)C1=C(C(=C(C(=C1)C(F)(F)F)F)O)F)=O